S(=O)(=O)(O)O.C(C1=CC=CC=C1)C=1C(=C(C=CC1)OC1=C(C(=CC=C1)CC1=CC=CC=C1)CC1=CC=CC=C1)CC1=CC=CC=C1 dibenzylphenyl ether sulfate